CC1(OC(CNC1)CO)C (6,6-dimethylmorpholin-2-yl)methanol